C1(CC1)C1=NNC(=C1)NC1=CC2=C(C(=NO2)NS(=O)(=O)C2=C(C=C(C=C2OC)C2CN(CC2)[C@@H]2COCC2)OC)C=C1OC N-{6-[(3-cyclopropyl-1H-pyrazol-5-yl)amino]-5-methoxy-1,2-benzoxazol-3-yl}-2,6-dimethoxy-4-{1-[(3S)-oxolan-3-yl]pyrrolidin-3-yl}benzene-1-sulfonamide